C1N(CC2=CC=CC=C12)C(C)=O 1-(isoindolin-2-yl)ethan-1-one